((S)-3-(3,5-difluorophenyl)isoxazolidin-2-yl)((3S,4R)-3-fluoro-1-(6-((S)-methylsulfinyl)pyrimidin-4-yl)piperidin-4-yl)methanone FC=1C=C(C=C(C1)F)[C@H]1N(OCC1)C(=O)[C@@H]1[C@@H](CN(CC1)C1=NC=NC(=C1)[S@@](=O)C)F